C(C)(C)(C)OC(=O)N1[C@@H](CC[C@@H]1[C@@H](O)C1=CC(=CC=C1)F)C[C@H]1CN(CCC1)C(=O)OC(C)(C)C tert-butyl (S)-3-(((2S,5R)-1-(tert-butoxycarbonyl)-5-((S)-(3-fluorophenyl)(hydroxy)methyl)pyrrolidin-2-yl)methyl)-piperidine-1-carboxylate